C(\C=C/CCCCCCCCCCC)(C(=O)O)C(=O)O cis-2-tetradecene-1,1-dicarboxylic acid